(S)-2,2-difluoro-1-(1-neopentyl-6-(o-tolyl)-1H-indol-3-yl)ethan-1-amine FC([C@@H](N)C1=CN(C2=CC(=CC=C12)C1=C(C=CC=C1)C)CC(C)(C)C)F